CN(C1=CC=C(C=C1)C=1C(C2=CC=CC=C2C1)=O)C 2-(4-dimethylaminophenyl)-1-indenone